hydroxysulphonate OS(=O)(=O)[O-]